Chloro-10H-phenothiazin ClC1=CC=CC=2SC3=CC=CC=C3NC12